C(CCC)N1C([N+](C=C1)(S(=O)(=O)[O-])C)S(=O)(=O)[O-] 1-butyl-3-methylimidazoliumdisulfonate